(3-chloro-4-methoxyphenyl)-4-[2-oxo-4-(pyridin-3-yl)-2,3-dihydro-1H-1,3-benzodiazol-1-yl]piperidine-1-carboxamide ClC=1C=C(C=CC1OC)C1N(CCC(C1)N1C(NC2=C1C=CC=C2C=2C=NC=CC2)=O)C(=O)N